C1(=CC=C(C=C1)CN)C1=CC=CC=C1 (1,1'-biphenyl)-4-methylamine